Ethyl 1-[1-{5-chloro-2-[(trifluoromethylsulfonyl) oxy] phenyl} piperidin-3-yl]-5-(trifluoromethyl)-1H-pyrazole-4-carboxylate ClC=1C=CC(=C(C1)N1CC(CCC1)N1N=CC(=C1C(F)(F)F)C(=O)OCC)OS(=O)(=O)C(F)(F)F